Methyl N2-(4-(N-((2-amino-4-oxo-3,4-dihydropteridin-6-yl)methyl)-2,2,2-trifluoroacetamido)benzoyl)-N5-(2-((tert-butoxycarbonyl)amino)ethyl)-L-glutaminate NC1=NC2=NC=C(N=C2C(N1)=O)CN(C(C(F)(F)F)=O)C1=CC=C(C(=O)N[C@@H](CCC(NCCNC(=O)OC(C)(C)C)=O)C(=O)OC)C=C1